2-fluoro-N-(1-(2-(4-(trifluoromethyl)phenyl)pyrido[3,4-d]pyrimidin-4-yl)pyrrolidin-3-yl)acrylamide FC(C(=O)NC1CN(CC1)C=1C2=C(N=C(N1)C1=CC=C(C=C1)C(F)(F)F)C=NC=C2)=C